1-nonadecanoyl-2-tridecanoyl-sn-glycero-3-phosphocholine C(CCCCCCCCCCCCCCCCCC)(=O)OC[C@@H](OC(CCCCCCCCCCCC)=O)COP(=O)([O-])OCC[N+](C)(C)C